6'-(2-(1-(Cyclopropylsulfonyl)-1H-pyrazol-4-yl)pyrimidin-4-yl)-5-(1,1-difluoroethyl)-N4'-((1s,4s)-4-((dimethylamino)methyl)cyclohexyl)-[2,3'-bipyridine]-4',6'-diamine C1(CC1)S(=O)(=O)N1N=CC(=C1)C1=NC=CC(=N1)C1(C=C(C(=CN1)C1=NC=C(C=C1)C(C)(F)F)NC1CCC(CC1)CN(C)C)N